methyltert-butyl 4-[[5-(2-bromo-4-ethoxycarbonyl-phenoxy)-2-pyridyl]methyl]piperidine-1-carboxylate BrC1=C(OC=2C=CC(=NC2)CC2CCN(CC2)C(=O)OC(CC)(C)C)C=CC(=C1)C(=O)OCC